CC1(CCC2=CC=CC=C12)C(=O)O 1-methylindane-1-carboxylic acid